pyrimidinyl-benzoxazine N1=C(N=CC=C1)C=1NOC2=C(C1)C=CC=C2